t-octyl-amine C(C)(C)(CC(C)(C)C)N